4-(2-((1-(tert-butoxycarbonyl)piperidin-4-yl)amino)-5-(cyclopropylsulfonyl)phenyl)-2,6-lutidine C(C)(C)(C)OC(=O)N1CCC(CC1)NC1=C(C=C(C=C1)S(=O)(=O)C1CC1)C1=CC(=NC(=C1)C)C